2-(3-(2-azaspiro[3.5]nonan-7-yl)-1H-pyrrolo[2,3-c]pyridin-1-yl)-5-fluoro-N-isopropyl-N-methylbenzamide C1NCC12CCC(CC2)C2=CN(C1=CN=CC=C12)C1=C(C(=O)N(C)C(C)C)C=C(C=C1)F